C(C)(C)(C)OC(N([C@@H](CCO)C=1N=C(SC1)C)O)=O N-hydroxy-N-[(1S)-3-hydroxy-1-(2-methylthiazol-4-yl)propyl]carbamic acid tert-butyl ester